COC(=O)C1=NN(C=C1[N+](=O)[O-])CC(=O)OC(C)(C)C 1-(2-(tert-butoxy)-2-oxoethyl)-4-nitro-1H-pyrazole-3-carboxylic acid methyl ester